ClC=1C=C(COC2=CC=C(C=N2)CC2=NOC(=C2)C=2C(=NC=CC2)N)C=CC1 3-(3-((6-((3-chlorobenzyl)oxy)pyridin-3-yl)methyl)isoxazol-5-yl)pyridin-2-amine